3-[2-(3-Bromophenylamino)-1-hydroxyethyl]-1H-1,2,4-triazol-5(4H)-one BrC=1C=C(C=CC1)NCC(O)C1=NNC(N1)=O